5-[(pyrazin-2-yl)amino]-3-{3-[(1S)-1-(pyridin-2-yl)ethoxy]-4-(2,2,2-trifluoroethanesulfonamido)phenyl}-1H-pyrazole-4-carboxamide N1=C(C=NC=C1)NC1=C(C(=NN1)C1=CC(=C(C=C1)NS(=O)(=O)CC(F)(F)F)O[C@@H](C)C1=NC=CC=C1)C(=O)N